(S)-1-(3-(difluoromethoxy)phenyl)-3-ethyl-3-methyl-N-((S)-3-methyl-1,1-dioxidotetrahydrothiophen-3-yl)-2-oxoindoline-5-carboxamide FC(OC=1C=C(C=CC1)N1C([C@@](C2=CC(=CC=C12)C(=O)N[C@@]1(CS(CC1)(=O)=O)C)(C)CC)=O)F